C(C)(C)(C)C1=CC(=C(C=N1)C(=O)NC1=CC(=C(C=C1)F)C(N)=O)C1=C(C=C(C=C1)F)OC 6-tert-butyl-N-(3-carbamoyl-4-fluoro-phenyl)-4-(4-fluoro-2-methoxyphenyl)pyridine-3-carboxamide